CC1=C(C=C)C=CC=C1 2-methylstyrene